CC1=CC(=C(C=C1)S(=O)(=O)N1[C@@H](CCC1)C(=O)OC)O[C@H](C)CCC=O methyl ((4-methyl-2-(((R)-5-oxopentan-2-yl)oxy) phenyl)sulfonyl)-L-prolinate